1-(2-(pyrrolidin-1-yl)benzyl)piperazine N1(CCCC1)C1=C(CN2CCNCC2)C=CC=C1